2-(4-(aminomethyl)-3,5-diisopropylphenyl)-N-(3-(piperidin-1-yl)propyl)benzo[d]imidazo[2,1-b]thiazole-7-carboxamide NCC1=C(C=C(C=C1C(C)C)C=1N=C2SC3=C(N2C1)C=CC(=C3)C(=O)NCCCN3CCCCC3)C(C)C